N1=C(N=CC=C1)CC(=O)O pyrimidin-2-yl-acetic acid